N-Boc-(2-fluoro-4-(4-methylpiperazin-1-yl)phenyl)methylamine C(=O)(OC(C)(C)C)NCC1=C(C=C(C=C1)N1CCN(CC1)C)F